4-chloro-2,6-difluorobromobenzyl bromide ClC1=CC(=C(C(Br)Br)C(=C1)F)F